C1(=CC(=CC=C1)N)N.C(CCCCC(=O)O)(=O)O adipic acid meta-phenylenediamine salt